4-(((2Z)-3-cyclohexyl-5-(2-methylbenzylidene)-4-oxothiazolidin-2-ylidene)amino)benzenesulphonamide C1(CCCCC1)N1/C(/SC(C1=O)=CC1=C(C=CC=C1)C)=N/C1=CC=C(C=C1)S(=O)(=O)N